[Co+2].S(=O)(=O)([O-])OOS(=O)(=O)[O-].[Na+] sodium persulfate cobalt